2-(4-(Benzyloxy)phenyl)-3-(3-hydroxyphenyl)-4-methyl-2H-chromen-6-ol C(C1=CC=CC=C1)OC1=CC=C(C=C1)C1OC2=CC=C(C=C2C(=C1C1=CC(=CC=C1)O)C)O